OCCC(CCCCCCCCCCCCCCC)(N(CCO)CCCN)CCO bis-hydroxyethyl-aminopropyl-hydroxyethyl-hexadecylamine